2-[[(dodecylthio)thiomethyl]thio]propanoic acid C(CCCCCCCCCCC)SSCSC(C(=O)O)C